but-3-en-1-yl (2R,3S,5R)-3-(N-(4-methoxybenzyl)methylsulfonamido)-5-methyl-2-(((triethylsilyl)oxy)methyl)pyrrolidine-1-carboxylate COC1=CC=C(CN(S(=O)(=O)C)[C@@H]2[C@@H](N([C@@H](C2)C)C(=O)OCCC=C)CO[Si](CC)(CC)CC)C=C1